methyl 5-((2,6-diethyl-3,4-dihydroquinolin-1(2H)-yl)sulfonyl)-2-(trifluoromethanesulfonyl oxy)benzoate C(C)C1N(C2=CC=C(C=C2CC1)CC)S(=O)(=O)C=1C=CC(=C(C(=O)OC)C1)OS(=O)(=O)C(F)(F)F